BrC1=CC=C(C(=N1)O)Cl 6-bromo-3-chloropyridin-2-ol